2-[1-[4-[5-chloro-6-(cyclobutoxy)-2-pyridyl]-2,6-difluoro-phenyl]-4-piperidyl]acetic acid ClC=1C=CC(=NC1OC1CCC1)C1=CC(=C(C(=C1)F)N1CCC(CC1)CC(=O)O)F